FC1=C(C=CC=C1F)[C@H]1CC[C@H](N1C(C1=CC=C(C=C1)C=1C(=NC(=NC1)OC)OC)=O)C(=O)O (2S,5R)-5-(2,3-difluorophenyl)-1-(4-(2,4-dimethoxypyrimidin-5-yl)benzoyl)pyrrolidine-2-carboxylic acid